C1OCCN2[C@@H]1CN(CC2)C=2C1=CN(N=C1C(=CC2)C(=O)NC=2C=C(C=1N(C2)C=C(N1)C)F)CC 4-[(9aR)-hexahydro-1H-pyrazino[2,1-c][1,4]oxazin-8-yl]-2-ethyl-N-{8-fluoro-2-methylimidazo[1,2-a]pyridin-6-yl}indazole-7-carboxamide